(R)-4-(2-methoxyethyl)-6,6a,7,8,9,10-hexahydro-5H-pyrazino[1,2-a][1,8]naphthyridine COCCC=1C=2CC[C@H]3N(C2N=CC1)CCNC3